4-(9-carbazolyl)phenylacetic acid C1=CC=CC=2C3=CC=CC=C3N(C12)C1=CC=C(C=C1)CC(=O)O